6-(3',5'-Dimethylbenzyl)-1-ethoxymethyl-5-isopropyluracil CC=1C=C(CC2=C(C(NC(N2COCC)=O)=O)C(C)C)C=C(C1)C